C1(CCCCC1)COC1=C(C(=O)N2CC3=CC=CC(=C3C2)NC(\C=C\CN(C)C)=O)C(=CC(=C1C)O)O (E)-N-(2-(2-(cyclohexylmethoxy)-4,6-dihydroxy-3-methylbenzoyl)isoindolin-4-yl)-4-(dimethylamino)but-2-enamide